4-(4-(trimethylsilyl)-1H-1,2,3-triazol-1-yl)pyrrolidin-3-ol C[Si](C=1N=NN(C1)C1C(CNC1)O)(C)C